N-(5,6-dimethoxybenzothiazol-2-yl)-2-[4-(ethylsulfonyl)phenyl]-3-methylbutanamide COC=1C(=CC2=C(N=C(S2)NC(C(C(C)C)C2=CC=C(C=C2)S(=O)(=O)CC)=O)C1)OC